OC1=CC=C(C=C1)CCC(=O)[O-] 3-(4-hydroxyphenyl)-propanoate